ClC1CCN(CC1)C1=CC=CC=C1 4-chloro-1-phenylpiperidine